5-((4'-isopropyl-[1,1'-biphenyl]-4-yl)oxy)-1-(4-methoxybenzyl)-1H-1,2,3-triazole-4-carboxylic acid C(C)(C)C1=CC=C(C=C1)C1=CC=C(C=C1)OC1=C(N=NN1CC1=CC=C(C=C1)OC)C(=O)O